1,2,3-propanetricarboxylic acid tris(3-isobutylcyclohexylamide) C(C(C)C)C1CC(CCC1)NC(=O)CC(CC(=O)NC1CC(CCC1)CC(C)C)C(=O)NC1CC(CCC1)CC(C)C